[Br-].C1(=CC=CC=C1)P(CC1=CC=C(C=C1)C(F)(F)F)(C1=CC=CC=C1)C1=CC=CC=C1 triphenyl-(4-(trifluoromethyl)benzyl)phosphine bromide